C1(CC2C(CC1)O2)CC[Si](OC)(OC)C [2-(3,4-epoxycyclohexyl)ethyl](methyl)dimethoxysilane